azepino[4,3,2-cd]indol N1C=C2C=3C(=CC=CC13)N=CC=C2